1-ethyl-3-methylimidazolium sulfate S(=O)(=O)([O-])[O-].C(C)N1C=[N+](C=C1)C.C(C)N1C=[N+](C=C1)C